1-[4-(4-chloro-1H-pyrazolo[3,4-d]pyrimidin-3-yl)-1-piperidyl]prop-2-en-1-one ClC1=C2C(=NC=N1)NN=C2C2CCN(CC2)C(C=C)=O